C(CC)OC(=O)[C@H]1[C@@H](OC2=C1C=C(C=C2)\C=C\C(=O)OCC)C2=CC=C(C=C2)O.CN2N=CC(=C2)C2=C(N)C=CC(=C2)C(F)(F)F 2-(1-methyl-1H-pyrazol-4-yl)-4-(trifluoromethyl)aniline propyl-(2R,3R)-5-((E)-3-ethoxy-3-oxoprop-1-en-1-yl)-2-(4-hydroxyphenyl)-2,3-dihydrobenzofuran-3-carboxylate